CN(C1CCC(CC1)C=1SC2=C(N1)C=C(C=C2)[C@@H]2NC[C@H](CC2)C)C |r| N,N-Dimethyl-4-[5-[rac-(2R,5S)-5-methyl-2-piperidyl]-1,3-benzothiazol-2-yl]cyclohexanamine